2-[(1-methyl-1H-pyrazol-4-yl)amino]-4-[(2-ethylbenzyl)amino]pyrimidin-5-carboxamide CN1N=CC(=C1)NC1=NC=C(C(=N1)NCC1=C(C=CC=C1)CC)C(=O)N